2-bromo-N-(5-(cyclopentylmethyl)pyridin-2-yl)propanamide BrC(C(=O)NC1=NC=C(C=C1)CC1CCCC1)C